C(O)C(C=O)(CO)CO Trimethylolacetaldehyd